S1C(=CC2=C1C=CC=C2)C2=NC1=C(C=C(C=C1C(=N2)C(=O)O)C)C 2-(1-Benzothien-2-yl)-6,8-dimethylquinazoline-4-carboxylic acid